FC1=CC=CC2=C1N=C(S2)[C@H]2N(CCC1=C2N=CN1)C(=O)C=1C=NN2C1C=CC(=C2)C(C)(C)F (S)-(4-(4-fluorobenzo[d]thiazol-2-yl)-6,7-dihydro-1H-imidazo[4,5-c]pyridin-5(4H)-yl)(6-(2-fluoropropan-2-yl)pyrazolo[1,5-a]pyridin-3-yl)methanone